(R)-2-Amino-6-cyano-N-cyclopropyl-7-oxo-6-phenyl-4,5,6,7-tetrahydrobenzo[b]thiophene-3-carboxamide NC1=C(C2=C(S1)C([C@](CC2)(C2=CC=CC=C2)C#N)=O)C(=O)NC2CC2